N4,N4'-Bis(4-methoxyphenyl)biphenyl-4,4'-diamine COC1=CC=C(C=C1)NC1=CC=C(C=C1)C1=CC=C(C=C1)NC1=CC=C(C=C1)OC